N-[5-(4-amino-2-chlorophenyl)-1H-indazol-3-yl]piperidine-3-carboxamide dihydrochloride Cl.Cl.NC1=CC(=C(C=C1)C=1C=C2C(=NNC2=CC1)NC(=O)C1CNCCC1)Cl